5-(4-(4-Methylpiperazin-1-yl)phenyl)-3-(4-(methylthio)phenyl)-1H-pyrazolo[3,4-b]pyridine CN1CCN(CC1)C1=CC=C(C=C1)C=1C=C2C(=NC1)NN=C2C2=CC=C(C=C2)SC